ClC1=CC(=C(OC=2C(=NC3=CC=CC=C3N2)C(=O)NC2=CC(=CC=C2)S(N)(=O)=O)C=C1)OC 3-(4-chloro-2-methoxyphenoxy)-N-(3-sulfamoylphenyl)quinoxaline-2-carboxamide